CC1=CC=C2NC=C(C[C@H](N)C(=O)O)C2=C1 5-Methyl-L-Tryptophan